C(#N)C=1C(=CC=NC1)NCC(C)(C)SCC 5-cyano-4-((2-(ethylthio)-2-methylpropyl)amino)pyridin